3-(fluoromethyl)-2-methyl-azetidine FCC1C(NC1)C